NCC=1C=C(C=CC1)C1=CC=CC2=C1C(=C(O2)CCC)COC2=C(C=CC=C2)CC(=O)O 2-(2-(((3-(aminomethyl)phenyl)-2-propylbenzofuran-3-yl)methoxy)phenyl)acetic acid